C(C)(=O)N1CCN(CC1)C=1C(=C(OC2=NC(=NC(=C2CC)C2=C(C=CC=C2)C)NS(=O)(=O)C=2C=NN(C2)C)C=CC1)Cl N-[4-[3-(4-acetylpiperazin-1-yl)-2-chloro-phenoxy]-5-ethyl-6-(o-tolyl)pyrimidin-2-yl]-1-methyl-pyrazole-4-sulfonamide